COC(=O)C1=NN(C=N1)CC1=NC=CC=C1Cl 1-((3-chloropyridin-2-yl)methyl)-1H-1,2,4-triazole-3-carboxylic acid methyl ester